1-(2-bromo-5-fluorophenyl)ethan-1-one BrC1=C(C=C(C=C1)F)C(C)=O